C[C@H](CCCC(C)C)[C@H]1CC[C@H]2[C@@H]3CC[C@H]4C[C@H](CC[C@@]4([C@H]3CC[C@]12C)C)OS(=O)(=O)[O-].[NH4+] Ammonium [(3S,5S,8R,9S,10S,13R,14S,17R)-17-[(1R)-1,5-dimethylhexyl]-10,13-dimethyl-2,3,4,5,6,7,8,9,11,12,14,15,16,17-tetradecahydro-1H-cyclopenta[a]phenanthren-3-yl]sulfate